C(C)S(=O)(=O)N1CC(C(C(C1)=CC=1N=NN(C1)C(C)C)=O)=CC=1N=NN(C1)C(C)C 1-(ethylsulfonyl)-3,5-bis((1-isopropyl-1H-1,2,3-triazol-4-yl)methylene)piperidin-4-one